2-(6-(((tert-butyldimethylsilyl)oxy)methyl)pyridin-2-yl)acetonitrile [Si](C)(C)(C(C)(C)C)OCC1=CC=CC(=N1)CC#N